4-(4,8-dimethyl-3,7-nonadienyl)pyridine CC(=CCCC1=CC=NC=C1)CCC=C(C)C